2-(1-methyl-1-methanesulfonyl-ethyl)pyridine-4-carboxylic acid CC(C)(S(=O)(=O)C)C1=NC=CC(=C1)C(=O)O